1-(4-(benzyloxy)-5-bromo-6-(4-cyano-3-fluorophenyl)pyridin-2-yl)piperidine C(C1=CC=CC=C1)OC1=CC(=NC(=C1Br)C1=CC(=C(C=C1)C#N)F)N1CCCCC1